CC1=C(C(=CC=C1N1N=CC(=C1)C(NCC1=NC(=NN1)C(C(F)(F)F)(C)C)=O)C)C1=CC=C(C=C1)CN1C[C@H](CC1)NC(OC(C)(C)C)=O tert-butyl N-[(3S)-1-[[4-[2,6-dimethyl-3-[4-[[3-(2,2,2-trifluoro-1,1-dimethyl-ethyl)-1H-1,2,4-triazol-5-yl]methylcarbamoyl]pyrazol-1-yl]phenyl]phenyl]methyl]pyrrolidin-3-yl]carbamate